BrC=1C=C(C(=C(C1)S(=O)(=O)Cl)OC)F 5-bromo-3-fluoro-2-methoxy-benzenesulfonyl chloride